N-(2-(3-fluoro-4-hydroxypyridin-2-yl)-3-((2,3',5'-trifluoro-[1,1'-biphenyl]-3-yl)methyl)-2-azabicyclo[4.1.0]hept-4-yl)methanesulfonamide FC=1C(=NC=CC1O)N1C2CC2CC(C1CC=1C(=C(C=CC1)C1=CC(=CC(=C1)F)F)F)NS(=O)(=O)C